3-(6-chloro-8-isoQuinolinyl)morpholine-4-carboxylic acid tert-butyl ester C(C)(C)(C)OC(=O)N1C(COCC1)C=1C=C(C=C2C=CN=CC12)Cl